(4-fluorobenzyl)-N4-((1s,2R)-2-phenyl-cyclopropyl)-pyrrolidine-3,4-dicarboxamide FC1=CC=C(CN2CC(C(C2)C(=O)N[C@@H]2[C@H](C2)C2=CC=CC=C2)C(=O)N)C=C1